1-methylhydantoin-2-imide CN1CC(=O)NC1=N